FC(OC1=C(C(=O)O)C(=CC(=C1)C1=CN=C2N1C=CC(=C2)OCCCN2CCCCC2)OC)F 2-(difluoromethoxy)-6-methoxy-4-[7-[3-(1-piperidyl)propoxy]imidazo[1,2-a]pyridin-3-yl]benzoic acid